tert-butyl-[(6-tert-butyl-1-isoquinolyl)methoxy]-dimethyl-silane C(C)(C)(C)[Si](C)(C)OCC1=NC=CC2=CC(=CC=C12)C(C)(C)C